6-(imidazo[1,2-a]pyrazin-3-ylmethyl)-5-methyl-N-(3-(trifluoromethyl)phenyl)-4,5,6,7-tetrahydrothieno[2,3-c]pyridine-3-carboxamide N=1C=C(N2C1C=NC=C2)CN2CC1=C(CC2C)C(=CS1)C(=O)NC1=CC(=CC=C1)C(F)(F)F